methyl (1S,3S)-3-((6-(3-(aminomethyl)-5-methylthiophen-2-yl)-2-methylpyridin-3-yl)oxy)cyclohexane-1-carboxylate NCC1=C(SC(=C1)C)C1=CC=C(C(=N1)C)O[C@@H]1C[C@H](CCC1)C(=O)OC